4-(Hydroxymethyl)-N'-((2-methyl-3-(trifluoromethyl)-6,7-dihydro-5H-cyclopenta[b]pyridin-4-yl)carbamoyl)-2-(1,2,3-trihydroxypropan-2-yl)thiazole-5-sulfonimidamide OCC=1N=C(SC1S(=O)(N)=NC(NC1=C2C(=NC(=C1C(F)(F)F)C)CCC2)=O)C(CO)(CO)O